C(C)(C)(C)C1=CC=CC(=N1)NC=1C=C2C=CNC2=CC1 N-(6-(tert-butyl)pyridin-2-yl)-1H-indol-5-amine